BrC=1C=2C3=C(NC2C(=C(C1)Cl)Cl)[C@@H](CNC(C3)=O)CC(=O)OCC |r| racemic-ethyl 2-(10-bromo-7,8-dichloro-2-oxo-1,2,3,4,5,6-hexahydroazepino[4,5-b]indol-5-yl)acetate